N[C@@H](CC1=NC(=CC=C1C)C#N)C1=C(C=CC=C1)C1=NOC2=C1C=CC(=C2)Br (S)-2-{2-Amino-2-[2-(6-bromobenzo[d]isoxazol-3-yl)phenyl]ethyl}-3-methylpyridine-6-carbonitrile